N(ε)-Boc-L-lysine C(=O)(OC(C)(C)C)NCCCC[C@H](N)C(=O)O